COC1(CC1)C(=O)N1CC=2N3C=CN=C3N=C(C2C1)NC(C)C1=C(C(=CC=C1)C(F)(F)F)C (1-Methoxy-cyclopropyl)-{4-[1-(2-methyl-3-trifluoromethyl-phenyl)-ethylamino]-1,3-dihydro-2,5,6,8a-tetraaza-as-indacen-2-yl}-methanone